8'-((3S,5R)-4-acryloyl-3,5-dimethylpiperazin-1-yl)-11'-(5-chloro-2,4-difluorophenyl)-10'-(trifluoromethyl)-2'H,4'H,6'H-spiro[oxetane-3,3'-[1,4]thiazepino[2,3,4-ij]quinazolin]-6'-one C(C=C)(=O)N1[C@H](CN(C[C@H]1C)C1=NC(N2C3=C(C(=C(C=C13)C(F)(F)F)C1=C(C=C(C(=C1)Cl)F)F)SCC1(C2)COC1)=O)C